4-Methylbenzenesulfonic acid (3R)-tetrahydrofuran-3-yl ester O1C[C@@H](CC1)OS(=O)(=O)C1=CC=C(C=C1)C